benzo[3,4-d]pyrimidine N1=CN=CC2=C1C=CC=C2